6-Bromo-2-(2,2,2-trifluoro-ethyl)-imidazo[1,2-a]pyridin-3-ylamine BrC=1C=CC=2N(C1)C(=C(N2)CC(F)(F)F)N